(2S)-N-(5-Chloropyridin-2-yl)-2-(3-(5-(hydroxymethyl)-6-methoxypyridin-3-yl)piperidin-1-yl)propanamide neodymium-lead [Pb].[Nd].ClC=1C=CC(=NC1)NC([C@H](C)N1CC(CCC1)C=1C=NC(=C(C1)CO)OC)=O